FC=1C(NC(N(C1)CC(=O)NC1=C(C=C(C=C1)OC)O)=O)=O 2-(5-fluoro-2,4-dioxo-3,4-dihydropyrimidin-1(2H)-yl)-N-(2-hydroxy-4-methoxyphenyl)acetamide